3-chloro-4-((2S)-2-(dimethylamino)-3-(3-(6-methoxypyridin-3-yl)-3-(1-(trifluoromethyl)cyclopropyl)propanamido)propyl)-N-methylbenzamide ClC=1C=C(C(=O)NC)C=CC1C[C@@H](CNC(CC(C1(CC1)C(F)(F)F)C=1C=NC(=CC1)OC)=O)N(C)C